4-chloro-N,N-dimethyl-furo[2,3-b]Pyridine-2-carboxamide ClC1=C2C(=NC=C1)OC(=C2)C(=O)N(C)C